ethyl-2,2-dimethyl-pentanoic acid methyl ester COC(C(C(CC)CC)(C)C)=O